5-(Methylamino)-3-[4-[(1R,4R)-5-methyl-2,5-diazabicyclo[2.2.1]heptan-2-yl]anilino]-6-(3-methylimidazo[4,5-c]pyridin-7-yl)pyrazine-2-carboxamide bis-formate salt C(=O)O.C(=O)O.CNC=1N=C(C(=NC1C=1C2=C(C=NC1)N(C=N2)C)C(=O)N)NC2=CC=C(C=C2)N2[C@H]1CN([C@@H](C2)C1)C